methyl[1,1'-biphenyl] CC1=C(C=CC=C1)C1=CC=CC=C1